C1N(CC2=CC=CC=C12)CC1=CC(C(=CO1)OCC=1C=C2CNC(C2=CC1)=O)=O 5-(((6-(isoindolin-2-ylmethyl)-4-oxo-4H-pyran-3-yl)oxy)methyl)isoindolin-1-one